ClC1=C(C(=NC=N1)N1CC(C1)O)OC (6-chloro-5-methoxy-pyrimidin-4-yl)azetidin-3-ol